3-(1-(tert-butoxycarbonyl)-4-hydroxypiperidin-4-yl)-4-methylbenzoic acid C(C)(C)(C)OC(=O)N1CCC(CC1)(O)C=1C=C(C(=O)O)C=CC1C